OC(CC1=C(C=CC(=C1)Br)[N+](=O)[O-])=C1C(OC(OC1=O)(C)C)=O 5-[1-hydroxy-2-(5-bromo-2-nitrophenyl)ethylidene]-2,2-dimethyl-1,3-dioxane-4,6-dione